FC(C1=NNC=N1)(F)F 3-(trifluoromethyl)-1H-1,2,4-triazole